ClC=1C(=NC=C(C1)F)CN1N=C2N(CCCC2)C1=O (5S)-2-[(3-Chloro-5-fluoropyridin-2-yl)methyl]-3-oxo-2,3,5,6,7,8-hexahydro[1,2,4]triazolo[4,3-a]pyridin